C1(CC1)C1=CC(=NN1)C(=O)N (5-cyclopropyl-1H-pyrazol-3-yl)carboxamide